6-Amino-7-(4-(hydroxymethyl)piperidin-1-yl)-2H-benzo[b][1,4]oxazin NC1=CC2=C(OCC=N2)C=C1N1CCC(CC1)CO